tert-butyl (S)-4-(1-((6-methoxy-2-methyl-2H-indazol-5-yl)carbamoyl)-2,3-dihydro-1H-pyrrolo[2,3-b]pyridin-4-yl)-2-methylpiperazine-1-carboxylate COC=1C(=CC2=CN(N=C2C1)C)NC(=O)N1CCC=2C1=NC=CC2N2C[C@@H](N(CC2)C(=O)OC(C)(C)C)C